C(CCCCC(=O)OCC1CC2C(CC1C)O2)(=O)OCC2CC1C(CC2C)O1 bis(3,4-epoxy-6-methylcyclohexyl methyl) adipate